FC1(C(C2=C(C(=C(C(=C2C(C1(F)F)(F)F)F)F)C(C(F)(F)F)(C(F)(F)F)C(F)(F)F)F)=O)C(C(C(C(F)(F)F)(F)F)(F)F)(F)F perfluorobutyl-7-t-butyl-tetralone